methyl 2-chloro-4-((5-methoxybenzofuran-7-yl)oxy)benzoate ClC1=C(C(=O)OC)C=CC(=C1)OC1=CC(=CC=2C=COC21)OC